(S)-N-((S)-(3-chloro-4-fluorophenyl)(4-cyanophenyl)methyl)-5-oxopyrrolidine-3-carboxamide ClC=1C=C(C=CC1F)[C@@H](NC(=O)[C@@H]1CNC(C1)=O)C1=CC=C(C=C1)C#N